C[C@@]12[C@H](CC[C@H]1[C@@H]1CCC3C[C@@H](CC[C@]3(C)[C@H]1CC2)O)O Androstan-3α,17β-diol